C(C)(C)(C)OC(=O)NCC(C(=O)O)C1=NC(=CC=C1)C 3-[(tert-butoxycarbonyl)amino]-2-(6-methylpyridin-2-yl)propanoic acid